2-(2-ethoxy-3-pyridinyl)-N-[(2-fluoro-3-pyridinyl)methyl]-5-isopropyl-7-methyl-imidazo[1,5-b]pyridazin-4-amine C(C)OC1=NC=CC=C1C=1C=C(C=2N(N1)C(=NC2C(C)C)C)NCC=2C(=NC=CC2)F